BrC=1C=C(C=CC1)C(CO)(F)F 2-(3-bromophenyl)-2,2-difluoroethanol